C(CCC)C1(C(NC(N1)=O)=O)C1=CC=C(C=C1)C(=O)N1CCN(CC1)C1=C(C=C(C=C1)C)C 5-butyl-5-{4-[4-(2,4-dimethylphenyl)piperazine-1-carbonyl]phenyl}imidazolidine-2,4-dione